NC=1C(N(C=CC1)C)=O 3-amino-1-methylpyridin-2(1H)-one